C1(=CC=CC=C1)CC(C(=O)O)NC(C1=CC(=C(C(=C1)O)O)O)=O 3-phenyl-2-[(3,4,5-trihydroxybenzoyl)amino]propionic acid